5-chloro-N-(7-fluoro-2-methyl-2H-indazol-5-yl)pyrazine-2-carboxamide ClC=1N=CC(=NC1)C(=O)NC1=CC2=CN(N=C2C(=C1)F)C